CC(C)NCC(C1=CC=CC=C1Cl)O The molecule is a member of the class of monochlorobenzenes that is chlorobenzene which is substituted by a 1-hydroxy-2-[(propan-2-yl)amino]ethyl group at position 2. It is a member of monochlorobenzenes, a member of ethanolamines and a secondary amino compound.